4-(5-(7-(1-Methyl-1H-pyrazol-4-yl)quinolin-5-yl)pyridin-2-yl)-N-propylpiperazine-1-carboxamide CN1N=CC(=C1)C1=CC(=C2C=CC=NC2=C1)C=1C=CC(=NC1)N1CCN(CC1)C(=O)NCCC